C(C)(C)(C)OC(=O)N1[C@@H](CC(C1)(F)F)[C@H]1N(S(OC1)=O)C(=O)OC(C)(C)C Tert-butyl (4R)-4-((S)-1-(tert-butoxycarbonyl)-4,4-difluoropyrrolidin-2-yl)-1,2,3-oxathiazolidine-3-carboxylate 2-oxide